C12(C(=O)CC(CC1)C2(C)C)CS(=O)(=O)O.BrC2=CC=C(O[C@H]1[C@H](COC1)N)C=C2 (3S,4S)-4-(4-bromophenoxy)tetrahydrofuran-3-amine (+)-camphorsulfonic acid salt